6-chloro-3-iodo-1H-pyrazolo[4,3-c]Pyridine ClC1=CC2=C(C=N1)C(=NN2)I